CN1C(=NC=C1)C#CC=1C=C(OC2=C(N=NN2)C(=O)O)C=CC1 5-(3-(2-(1-Methyl-1H-imidazol-2-yl)ethynyl)phenoxy)-1H-1,2,3-triazole-4-carboxylic acid